PRISTANIC ACID C(C(C)CCCC(C)CCCC(C)CCCC(C)C)(=O)O